1-[4-(4-benzyloxyphenylaminobenzenesulfonyl)phenyl]-2-methyl-2-(4-methylphenylsulfonyl)propan-1-one C(C1=CC=CC=C1)OC1=CC=C(C=C1)NC1=C(C=CC=C1)S(=O)(=O)C1=CC=C(C=C1)C(C(C)(S(=O)(=O)C1=CC=C(C=C1)C)C)=O